C(C)(C)(C)N[C@@H]1CN(CC1)C=1N=NC(=CC1)C1=C(C=C(C=C1)C1=NC=NC(=C1)OC)OCOC (3S)-N-tert-butyl-1-{6-[2-(methoxymethoxy)-4-(6-methoxypyrimidin-4-yl)phenyl]pyridazin-3-yl}pyrrolidin-3-amine